3-glycidoxypropyldimethyl-methoxysilane C(C1CO1)OCCC[Si](OC)(C)C